C(C1=CC=CC=C1)N1CC2(CCC(C1)N2CC2=CC=CC=C2)CO (3,8-Dibenzyl-3,8-diazabicyclo[3.2.1]octane-1-yl)methanol